2-methyl-4-(pyridin-2-yl)-1,3-oxazole CC=1OC=C(N1)C1=NC=CC=C1